[Si](C1=CC=CC=C1)(C1=CC=CC=C1)(C(C)(C)C)OCC[C@H]1N(CC2=C1C(=NC(=C2)C(=O)NCC(F)(F)F)C2=CC=CC=C2)C(=O)NC(C)C (R)-3-(2-((tert-butyldiphenylsilyl)oxy)ethyl)-N2-isopropyl-4-phenyl-N6-(2,2,2-trifluoroethyl)-1,3-dihydro-2H-pyrrolo[3,4-c]pyridine-2,6-dicarboxamide